BrC1=CC=C(C=C1)C12C(C3=C(C=NC=C3OC)O1)(C(C(C2C2=CC=CC=C2)CN(C)CC(F)F)O)O 7a-(4-bromophenyl)-6-(((2,2-difluoroethyl)(methyl)amino)methyl)-4-methoxy-7-phenyl-5,6,7,7a-tetrahydro-4bH-cyclopenta[4,5]furo[2,3-c]pyridine-4b,5-diol